NC1=C(N=CC=N1)SC1=C(C(=NC=C1)N1CCC1)Cl 6-amino-5-((2-(azetidin-1-yl)-3-chloropyridin-4-yl)thio)pyrazine